ethyl 2-{3-benzyl-5'-fluoro-1'-methyl-[4,6'-biindazol]-1-yl}acetate C(C1=CC=CC=C1)C1=NN(C=2C=CC=C(C12)C1=C(C=C2C=NN(C2=C1)C)F)CC(=O)OCC